OC1=CC=C(C=C1)C1=CC=C(C=C1)C(C)=O 4-hydroxy-4'-acetyl-biphenyl